Sodium β-isohexadecylaminopropionate C(CCCCCCCCCCCCC(C)C)NCCC(=O)[O-].[Na+]